C(=O)(O)CN1CCN(CCN(CCN(CCC1)CC(=O)O)CC(=O)O)CC1=[N+](C=CC2=CC=CC=C12)[O-] 1-((1,7,10-tris(carboxymethyl)-1,4,7,10-tetraazacyclotridec-4-yl)methyl)isoquinoline 2-oxide